N4-Ethyl-N6-(1-methyl-1H-pyrazol-4-yl)-3-(trifluoromethyl)-1H-pyrrolo[2,3-b]pyridin-4,6-diamin C(C)NC=1C2=C(N=C(C1)NC=1C=NN(C1)C)NC=C2C(F)(F)F